4-((2S,5R)-4-(tert-butoxycarbonyl)-2,5-diethylpiperazin-1-yl)-2-oxo-1,2-dihydropyrazolo[1,5-a][1,3,5]triazine-7-carboxylic acid C(C)(C)(C)OC(=O)N1C[C@@H](N(C[C@H]1CC)C1=NC(NC=2N1N=C(C2)C(=O)O)=O)CC